CC1=C(C(=NN1)C1=CC=NC=C1)C=1C=CC(=C(C#N)C1)N1CCOCC1 5-[5-methyl-3-(4-pyridyl)-1H-pyrazol-4-yl]-2-morpholino-benzonitrile